3-Fluoro-5-((6-(1-methyl-1H-pyrazol-5-yl)-1-oxoisoquinolin-2(1H)-yl)methyl)-N-(1-methylpiperidin-4-yl)benzamide FC=1C=C(C(=O)NC2CCN(CC2)C)C=C(C1)CN1C(C2=CC=C(C=C2C=C1)C1=CC=NN1C)=O